3-(3,5-di-tert-butyl-4-hydroxyphenyl)propionic acid [4-tert-butyl-2-(5-tert-butyl-2-oxo-3H-benzofuran-3-yl) phenyl] ester C(C)(C)(C)C1=CC(=C(C=C1)OC(CCC1=CC(=C(C(=C1)C(C)(C)C)O)C(C)(C)C)=O)C1C(OC2=C1C=C(C=C2)C(C)(C)C)=O